COC(=O)C1CSC2(COC2)CC1=C=O 8-carbonyl-2-oxa-5-thiaspiro[3.5]nonane-7-carboxylic acid methyl ester